CC12C3CC(C3CCC(CCC1)(C2)OCCCC)(C)C ((1,4,4-trimethyltricyclo[6.3.1.02,5]dodecan-8-yl)oxy)butan